1-((4aR,7aS)-4-(4-amino-3-cyclopropylphenyl)hexahydrofuro[3,4-b]pyrazin-1(2H)-yl)-2,2,2-trifluoroethan-1-one NC1=C(C=C(C=C1)N1[C@@H]2[C@H](N(CC1)C(C(F)(F)F)=O)COC2)C2CC2